benzyl N-[3-(2-bromo-4-pyridyl) prop-2-ynyl]carbamate BrC1=NC=CC(=C1)C#CCNC(OCC1=CC=CC=C1)=O